C1C=NCC2=C1C3=CC=CC=C3N2 4-dihydro-beta-carboline